tert-butyl ((S)-1-(((S)-1-((4-(hydroxymethyl)phenyl)amino)-1-oxopropan-2-yl)amino)-1-oxopropan-2-yl)carbamate OCC1=CC=C(C=C1)NC([C@H](C)NC([C@H](C)NC(OC(C)(C)C)=O)=O)=O